C(C)(C)[N+](=C(C)C=1OC2=C(C1C)C=CC=C2)[O-] N-isopropyl-1-(3-methylbenzofuran-2-yl)ethan-1-imine oxide